6-Methyl-N-(4-piperidin-4-yl-phenyl)-5-(4-pyridin-3-yl-pyrimidin-2-ylamino)-nicotinamide CC1=NC=C(C(=O)NC2=CC=C(C=C2)C2CCNCC2)C=C1NC1=NC=CC(=N1)C=1C=NC=CC1